5-[[4-hydroxy-1-[(3R,4R)-1-[4-methyl-2-(6-methyl-3-pyridyl)thiazole-5-carbonyl]-3-phenyl-piperidine-4-carbonyl]-4-piperidinyl]methyl]-1-phenyl-pyrazolo[3,4-d]pyrimidin-4-one OC1(CCN(CC1)C(=O)[C@H]1[C@@H](CN(CC1)C(=O)C1=C(N=C(S1)C=1C=NC(=CC1)C)C)C1=CC=CC=C1)CN1C=NC2=C(C1=O)C=NN2C2=CC=CC=C2